(R)-4-(5-(2-((4-(trifluoromethyl)phenyl)amino)phenyl)-1,3,4-oxadiazol-2-yl)oxazolidin-2-one FC(C1=CC=C(C=C1)NC1=C(C=CC=C1)C1=NN=C(O1)[C@@H]1NC(OC1)=O)(F)F